tetrahydro-pyrrolobenzodiazepine C1CNN=C2C(=C1)C=CC3=C2C=CN3